CC1=C(OC(CN2CCCCCCC2)C)C(=CC=C1)C 1-(2-(2,6-dimethylphenoxy)propyl)azocane